6-chloro-N4-(2-(4-cyclopropylpiperazin-1-yl)-5-nitrophenyl)pyrimidine-4,5-diamine ClC1=C(C(=NC=N1)NC1=C(C=CC(=C1)[N+](=O)[O-])N1CCN(CC1)C1CC1)N